C(=O)(OC(C)(C)C)N1CCN(CC1)C1=CC=C(C=C1)C=1C=C2CN(C(C2=CC1)=O)C(C(=O)O)C1=CC=CC=C1 2-(5-(4-(4-Boc-1-piperazinyl)phenyl)-1-oxoisoindol-2-yl)-2-phenylacetic acid